C(C)OC(\C=C\B1OC(C(O1)(C)C)(C)C)=O (2E)-3-(4,4,5,5-tetramethyl-1,3,2-dioxaborolan-2-yl)propan-2-enoic acid ethyl ester